[Cl-].[N+](=O)([O-])C1=C(C=CC(=C1)[N+](=O)[O-])N1CC(=CC=C1)C(N)=O 1-(2',4'-dinitrophenyl)-3-carbamoylpyridine chloride